C1(CC1)C=1N=CN(C1)C1=CC2=C(C=NN(C2=O)C2=NC(=CC=C2)C2=NN=CN2C(C)C)S1 (4-cyclopropyl-1H-imidazol-1-yl)-5-(6-(4-isopropyl-4H-1,2,4-triazol-3-yl)pyridin-2-yl)thieno[2,3-d]pyridazin-4(5H)-one